C1(CC1)CC=1N=NNC1 4-(cyclopropylmethyl)-1H-1,2,3-triazole